C(=C)N(CCCS(=O)(=O)O)C=C 3-(divinylamino)propane-1-sulfonic acid